N-[7-(2-amino-2-oxo-ethyl)-2-methyl-indazol-5-yl]-4-[4-(ethylamino)-1-piperidyl]-2-methyl-indazole-7-carboxamide NC(CC1=CC(=CC2=CN(N=C12)C)NC(=O)C1=CC=C(C2=CN(N=C12)C)N1CCC(CC1)NCC)=O